C(=O)C=1C=C(C=CC1C=1C=NC(=NC1)C(F)(F)F)NS(=O)(=O)C N-(3-formyl-4-(2-(trifluoromethyl)pyrimidin-5-yl)phenyl)methanesulfonamide